BrCCCC(=O)OC\C=C/CCCCCC (Z)-non-2-en-1-yl 4-bromobutyrate